C[C@H]1C(O[C@H]2[C@H]1CC[C@H](C2)C)=O (3R,3aS,6R,7aR)-3,6-dimethylhexahydro-1-benzofuran-2(3H)-one